NC1=NC=2N(C=C1C=CCC1CCN(CC1)C(=O)OC(C)(C)C)C=C(N2)C2=C(C=CC=C2)O tert-butyl 4-[3-[7-amino-2-(2-hydroxyphenyl)imidazo[1,2-a]pyrimidin-6-yl]allyl]piperidine-1-carboxylate